OC1=C(C(OC(=C1)CCCC=C)=O)C(CC)=O 4-hydroxy-6-(pent-4-en-1-yl)-3-propionyl-2H-pyran-2-one